(6aR)-9-((2S,4S)-2,4-dimethylazetidine-1-carbonyl)-4,6,6a,7,8,9-hexahydroindolo[4,3-fg]quinolone 7-oxide C[C@@H]1N([C@H](C1)C)C(=O)C1C[NH+]([C@@H]2CC=3C4=C(C2=C1)C(CC=C4NC3)=O)[O-]